C(C)(=O)C1=NN(C2=CN=C(C=C21)C=2C=NC(=NC2)C)CC(=O)N2[C@@H]1C[C@@]1(C[C@H]2C(=O)N[C@@H](C)C(=C(C)C)F)C (1R,3S,5R)-2-(2-(3-acetyl-5-(2-methylpyrimidin-5-yl)-1H-pyrazolo[3,4-c]pyridin-1-yl)acetyl)-N-((S)-3-fluoro-4-methylpent-3-en-2-yl)-5-methyl-2-azabicyclo[3.1.0]hexane-3-carboxamide